1-phenoxy-3,6,9,12,15,18,21,24-octaoxaheptacosane O(C1=CC=CC=C1)CCOCCOCCOCCOCCOCCOCCOCCOCCC